C(C)OC=1C=C(C=C(C1)F)C1=CC=C(C(=N1)OC1=C(C=C(C=C1C)C)C)C(=O)NS(=O)(=O)C1=NNC=C1 6-(3-Ethoxy-5-fluorophenyl)-N-(1H-pyrazol-3-ylsulfonyl)-2-(2,4,6-trimethylphenoxy)pyridin-3-carboxamid